O[C@@H]1[C@@H](CCC=2C=C(C=NC12)C#N)[C@@H]1N2C(C3=CC=CC=C13)=CN=C2 (7S,8R)-8-Hydroxy-7-((S)-5H-imidazo[5,1-a]isoindol-5-yl)-5,6,7,8-tetrahydrochinolin-3-carbonitril